ClC=1C=CC(=NC1)[C@@]1(OC2=C(O1)C=CC=C2C2CCC(CC2)=O)C (S)-4-(2-(5-Chloropyridin-2-yl)-2-methylbenzo[d][1,3]dioxol-4-yl)cyclohexan-1-one